BrC=1C=C(SC1Br)C(=O)N[C@@H](CC/C=C/C(=O)OC)C(=O)NC=1C(N(C=CC1)CC(=O)NC1C2CC3CC(CC1C3)C2)=O (S,E)-methyl 6-(4,5-dibromothiophene-2-carboxamido)-7-(1-(2-(2-adamantylamino)-2-oxoethyl)-2-oxo-1,2-dihydropyridin-3-ylamino)-7-oxohept-2-enoate